4-methoxy-D-glucuronic acid CO[C@@]([C@@H]([C@H](C=O)O)O)(O)[C@H](O)C(=O)O